NCCCC[C@@H](C)N1C(=NC2=C1C(=CC=C2)C=2N=NN(C2)C)NC(=O)C=2C=C(C(=O)O)C=CC2 (R)-3-((1-(6-aminohexan-2-yl)-7-(1-methyl-1H-1,2,3-triazol-4-yl)-1H-benzo[d]imidazol-2-yl)carbamoyl)benzoic acid